C(C)(C)(C)OC(=O)N1CCC(C12CCCC2)=O 4-oxo-1-azaspiro[4.4]nonane-1-carboxylic acid tert-butyl ester